CN1N=CC(=C1)C1=CC2=C(N[C@H](C(N2)=O)[C@](C)(C2=CC=CC=C2)NC(OC(C)(C)C)=O)N=C1 tert-butyl N-[(1S)-1-[(3S)-7-(1-methylpyrazol-4-yl)-2-oxo-3,4-dihydro-1H-pyrido[2,3-b]pyrazin-3-yl]-1-phenyl-ethyl]carbamate